5,7-dichloro-4-(3,3-diphenylureido)-N-ethylquinoline-2-carboxamide ClC1=C2C(=CC(=NC2=CC(=C1)Cl)C(=O)NCC)NC(=O)N(C1=CC=CC=C1)C1=CC=CC=C1